[C@H]12CN(C[C@H](CC1)N2)C2=NC(=NC1=C(C(=CC=C21)C2=CC(=CC=1CCC=CC21)O)F)OC[C@]21CCCN1C[C@@H](C2)F 4-(4-((1R,5S)-3,8-diazabicyclo[3.2.1]octan-3-yl)-8-fluoro-2-(((2R,7aS)-2-fluorotetrahydro-1H-pyrrolizin-7a(5H)-yl)methoxy)quinazolin-7-yl)-7,8-dihydronaphthalen-2-ol